tert-Butyl 4-((4-(7-(3-amino-4-nitrophenoxy)-8-chloro-6-methylquinoxalin-2-yl)-1H-pyrazol-1-yl)methyl)piperidine-1-carboxylate NC=1C=C(OC2=C(C=C3N=CC(=NC3=C2Cl)C=2C=NN(C2)CC2CCN(CC2)C(=O)OC(C)(C)C)C)C=CC1[N+](=O)[O-]